CN1C2=CC=CC=C2C=2C=C(N=CC12)CNC1=NC=CC=2C3=CC=CC=C3N(C12)CC1=CC=CC=C1 N-[(9-methyl-beta-carbolin-3-yl)methyl]-9-benzyl-beta-carbolin-1-amine